C[Si]([Si](OCC)(OCC)C)(C)C Tetramethyldi-ethoxydisilan